Norbornenyl-hexanoic acid C12(C=CC(CC1)C2)C(C(=O)O)CCCC